2-(2-fluoro-6-methoxyphenyl)-N-(5-(1-(tetrahydro-2H-pyran-4-yl)-1H-pyrazol-4-yl)-4-(4-(trifluoromethyl)piperidin-1-yl)pyridin-2-yl)pyrimidin-4-amine FC1=C(C(=CC=C1)OC)C1=NC=CC(=N1)NC1=NC=C(C(=C1)N1CCC(CC1)C(F)(F)F)C=1C=NN(C1)C1CCOCC1